N(=[N+]=[N-])CCCCCCC(C(O)=O)CCC[C@@H]1SC[C@@H]2NC(=O)N[C@H]12 6-Azidohexanyl-biotin